7-fluoro-4-(8-fluoro-2-(((2R,7aS)-2-fluorotetrahydro-1H-pyrrolizin-7a(5H)-yl)methoxy)-4-(((R)-pyrrolidin-3-yl)oxy)pyrido[4,3-d]pyrimidin-7-yl)benzo[d]thiazol-2-amine FC1=CC=C(C=2N=C(SC21)N)C2=C(C=1N=C(N=C(C1C=N2)O[C@H]2CNCC2)OC[C@]21CCCN1C[C@@H](C2)F)F